(4Z)-11,11-dipropoxy-4-undecenyltrimethylphosphonium iodide [I-].C(CC)OC(CCCCC\C=C/CCC[P+](C)(C)C)OCCC